(2R,5S,M)-tert-Butyl 4-(6-fluoro-7-(2-fluoro-6-hydroxyphenyl)-1-(2-isopropyl-4-methylpyridin-3-yl)-2-oxo-1,2-dihydropyrido[2,3-d]pyrimidin-4-yl)-2,5-dimethylpiperazine-1-carboxylate FC1=CC2=C(N(C(N=C2N2C[C@H](N(C[C@@H]2C)C(=O)OC(C)(C)C)C)=O)C=2C(=NC=CC2C)C(C)C)N=C1C1=C(C=CC=C1O)F